thiocarbonylbis(imidazole) C(=S)(C=1NC=CN1)C=1NC=CN1